1,2-dimethyl 4-{1-[(1r,3r)-3-{[1-(tert-butoxycarbonyl)piperidin-4-yl]oxy}cyclobutyl]-3,6-dihydro-2H-pyridin-4-yl}phthalate C(C)(C)(C)OC(=O)N1CCC(CC1)OC1CC(C1)N1CCC(=CC1)C=1C=C(C(C(=O)OC)=CC1)C(=O)OC